OCCC1CC2C(CN(C2)C(=O)OC(C)(C)C)C1 tert-Butyl trans-5-(2-hydroxyethyl)hexahydrocyclopenta[c]pyrrole-2(1H)-carboxylate